C(C)C=1NC(=CN1)C(=O)O 2-ethyl-1H-imidazole-5-carboxylic acid